CN1N=C2C(=CC(=CC2=C1)C=1N=C2N(C(C1)=O)C=C(C=C2)C2CCN(CC2)C)C 2-(2,7-dimethyl-2H-indazol-5-yl)-7-(1-methylpiperidin-4-yl)-4H-pyrido[1,2-a]pyrimidin-4-one